[Pd+2].ClC(CCCP(C(C)C)C(C)C)(P(C(C)C)C(C)C)Cl Dichloro[1,4-bis(diisopropylphosphino)butane] palladium (II)